(S)-2-amino-4-((1-hydroxyhexan-2-yl)amino)-6-(2-methoxy-4-(pyrrolidin-1-ylmethyl)benzyl)pyridine NC1=NC(=CC(=C1)N[C@H](CO)CCCC)CC1=C(C=C(C=C1)CN1CCCC1)OC